COC1=C2CCCN(C2=CC(=C1)OC)C(=O)C=1C=CC=2N(C1)C(=CN2)C=2C=CC(=NC2)NC(OC)=O methyl N-[5-[6-(5,7-dimethoxy-3,4-dihydro-2H-quinoline-1-carbonyl)imidazo[1,2-a]pyridin-3-yl]-2-pyridyl]carbamate